BrC1=C(C=C(C(=O)N2CC=3N(CC2)C(N(C3C3=NC=CC=C3)C3=CC=C(C=C3)OC)=O)C=C1)Cl 7-(4-bromo-3-chloro-benzoyl)-2-(4-methoxyphenyl)-1-(2-pyridyl)-6,8-dihydro-5H-imidazo[1,5-a]pyrazin-3-one